FC(OC1=CC=CC=2C(N([C@H]3C=4N([C@@H](C21)C3)C3=C(N4)C=CC(=C3)C#CC3(CN(C3)C(C(C)(C)C)=O)C)C([2H])([2H])[2H])=O)F (7R,14R)-1-(difluoromethoxy)-6-(methyl-d3)-11-((3-methyl-1-pivaloylazetidin-3-yl)ethynyl)-6,7-dihydro-7,14-methanobenzo[f]benzo[4,5]imidazo[1,2-a][1,4]diazocin-5(14H)-one